O1CCOCC(C)O1 (oxyethylene-oxypropylene) ether